(3Z,7z)-4,8,12-trimethyltrideca-3,7,11-trien-1-ol C/C(=C/CCO)/CC\C=C(/CCC=C(C)C)\C